C(C1=CC=CC=C1)(C1=CC=CC=C1)(C1=CC=CC=C1)N1N=C(N=C1)CCC(=O)OCC ethyl 3-(1-trityl-1,2,4-triazol-3-yl)propanoate